(1S,3S,5R)-N-(4-chloro-3-(2H-1,2,3-triazol-2-yl)phenyl)-3-methyl-1-((5-methyl-1,3,4-oxadiazol-2-yl)methyl)-6-azabicyclo[3.1.1]heptane-6-carboxamide ClC1=C(C=C(C=C1)NC(=O)N1[C@@H]2C[C@@H](C[C@]1(C2)CC=2OC(=NN2)C)C)N2N=CC=N2